[C].[B] boron carbon